methyl 2-(non-8-yn-1-yl)-1H-pyrazole-5-carboxylate C(CCCCCCC#C)N1NC(=CC1)C(=O)OC